4-(3-tolyl)-4,6,7,8-tetrahydro-2H-chromene-2,5(3H)-dione C1(=CC(=CC=C1)C1CC(OC=2CCCC(C12)=O)=O)C